C1(=CC=CC=C1)[C@@H](N)[C@H]1CNC2=CC=CN=C2C1 (S)-phenyl((R)-1,2,3,4-tetrahydro-1,5-naphthyridin-3-yl)methanamine